trans-4-chloro-5-[[(3S)-3-fluorotetrahydropyran-3-yl]methylamino]-2-[4-[5-(trifluoromethoxy)pyrazin-2-yl]oxycyclohexyl]pyridazin-3-one ClC=1C(N(N=CC1NC[C@@]1(COCCC1)F)[C@@H]1CC[C@H](CC1)OC1=NC=C(N=C1)OC(F)(F)F)=O